5-(2-Fluoro-6-methoxyphenyl)-3-(4-(1-methyl-1,2,3,6-tetrahydropyridin-4-yl)phenyl)-1H-pyrazolo[4,3-c]pyridazin-6(5H)-one FC1=C(C(=CC=C1)OC)N1N=C2C(=CC1=O)NN=C2C2=CC=C(C=C2)C=2CCN(CC2)C